2-(3,4-bis(Benzyloxy)phenyl)-6-(3-methoxyphenyl)-4H-chromen-4-one C(C1=CC=CC=C1)OC=1C=C(C=CC1OCC1=CC=CC=C1)C=1OC2=CC=C(C=C2C(C1)=O)C1=CC(=CC=C1)OC